N1CCC2(CC1)NC(C=1N2C(C=CC1)=O)=O spiro[imidazo[1,5-a]pyridine-3,4'-piperidine]-1,5-dione